1-amino-N-(4-((1-(3,4-dichlorophenyl)-4-methyl-4,5-dihydro-1H-pyrazol-3-yl)amino)-4-oxobutyl)-6-methyl-3,9,12-trioxa-6-azatetradecan-14-amide NCCOCCN(CCOCCOCC(=O)NCCCC(=O)NC1=NN(CC1C)C1=CC(=C(C=C1)Cl)Cl)C